OC(CNC(=O)C=1C(N(N=C(C1)C1=CC=C(C=C1)C(F)(F)F)C=1C=NC=CC1)=O)(C)C N-(2-Hydroxy-2-methylpropyl)-3-oxo-2-(pyridin-3-yl)-6-[4-(trifluoromethyl)phenyl]-2,3-dihydropyridazine-4-carboxamide